quinoline-4-carboxamide 2,2,2-trifluoroacetate FC(C(=O)O)(F)F.N1=CC=C(C2=CC=CC=C12)C(=O)N